C(\C=C\C(=O)O)(=O)O.CNC(C)C N-methylpropan-2-amine fumarate salt